(E)-3-(7-benzoyl-5-hydroxy-5-phenyl-2,3-dihydro-1H-pyrrolo[1,2-a]imidazol-6(5H)-ylidene)-6-chlorochroman-2,4-dione C(C1=CC=CC=C1)(=O)C=1/C(/C(N2C1NCC2)(C2=CC=CC=C2)O)=C/2\C(OC1=CC=C(C=C1C2=O)Cl)=O